[(4-{(1S)-1-[((2S)-oxolan-2-yl)carbonylamino]ethyl}phenyl)amino]-N-[(4-chlorophenyl)methyl]carboxamide O1[C@@H](CCC1)C(=O)N[C@@H](C)C1=CC=C(C=C1)NC(=O)NCC1=CC=C(C=C1)Cl